phosphobismuth molybdenum [Mo].P(=O)(=O)[Bi]